C(C)OC(=O)C=1N=C(C=2N(C1)C=CN2)Br 8-Bromoimidazo[3,2-a]pyrazine-6-carboxylic acid ethyl ester